5-(4-amino-3-((2-ethoxypropyl)amino)phenyl)-1,3-dimethylpyridin-2(1H)-one NC1=C(C=C(C=C1)C=1C=C(C(N(C1)C)=O)C)NCC(C)OCC